N-allyl-N-propargylbenzenesulfonamide C(C=C)N(S(=O)(=O)C1=CC=CC=C1)CC#C